NC1=NC(=CC(=C1)C1=NNC2=NC(=CN=C21)N2CCC1(CC2)[C@@H](C2=C(SC(=C2)C(C)(C)C)C1)N)Cl (S)-1'-(3-(2-amino-6-chloropyridin-4-yl)-1H-pyrazolo[3,4-b]pyrazin-6-yl)-2-(tert-butyl)-4,6-dihydrospiro[cyclopenta[b]thiophene-5,4'-piperidin]-4-amine